R-5H-[1]-benzopyrano[2,3-b]pyridin-5-one N1=C2C(=CC=C1)C(C1=C(O2)C=CC=C1)=O